3-[3-(2-methoxyphenyl)-1H-pyrrolo[2,3-b]pyridin-6-yl]-1-[2-(piperazin-1-yl)ethyl]urea COC1=C(C=CC=C1)C1=CNC2=NC(=CC=C21)NC(NCCN2CCNCC2)=O